CC1=NC(=CC(=N1)NC1=NN2C(C=C(C=C2)C2=C(C=NC(=C2)C)O[C@@H]2CC[C@H](CC2)O)=C1)C trans-4-[[4-[2-[(2,6-dimethylpyrimidin-4-yl)amino]pyrazolo[1,5-a]pyridin-5-yl]-6-methyl-3-pyridyl]oxy]cyclohexanol